CNCC=CCNC N,N'-dimethyl-2-butene-1,4-diamine